N-(3-chlorophenyl)-5-fluoro-2-(6-fluoro-2-methyl-1H-benzimidazol-1-yl)pyrimidine ClC=1C=C(C=CC1)N1C(N=CC(=C1)F)N1C(=NC2=C1C=C(C=C2)F)C